BrC1=CC=2SCCC3N(C2N=C1)CCNC3 3-bromo-6,7,7a,8,10,11-hexahydro-9H-pyrazino[1,2-d]pyrido[3,2-b][1,4]thiazepin